3-(7-(4-((3-oxa-7,9-diazabicyclo[3.3.1]nonan-9-yl)methyl)piperidin-1-yl)-1-methyl-1H-indazol-3-yl)piperidine-2,6-dione C12COCC(CNC1)N2CC2CCN(CC2)C=2C=CC=C1C(=NN(C21)C)C2C(NC(CC2)=O)=O